isopropyl (S)-2-((S)-6-acetamido-2-((3S,5S,7S)-adamantane-1-carboxamido) hexanamido)-6-diazo-5-oxohexanoate C(C)(=O)NCCCC[C@@H](C(=O)N[C@H](C(=O)OC(C)C)CCC(C=[N+]=[N-])=O)NC(=O)C12CC3CC(CC(C1)C3)C2